ClC1=NC=CC(=C1Cl)C(C)=O 1-(2,3-dichloropyridin-4-yl)ethan-1-one